(1s,4r,5r)-5-[[3-(2-chloro-6-fluorophenyl)-5-cyclopropyl-1,2-oxazol-4-yl]methoxy]-2-[(4-methoxyphenyl)methyl]-2-azabicyclo[2.2.1]heptane-3-one ClC1=C(C(=CC=C1)F)C1=NOC(=C1CO[C@H]1[C@@H]2C(N([C@H](C1)C2)CC2=CC=C(C=C2)OC)=O)C2CC2